N-(3-bromo-1-methyl-1H-pyrrolo[2,3-c]pyridin-5-yl)propionamide BrC1=CN(C2=CN=C(C=C21)NC(CC)=O)C